FC1(CN(CCC1)C1=NC(=CC(=N1)C=1C=NN(C1)C1=C(C=C(C=C1)[N+](=O)[O-])F)C)F 2-(3,3-difluoropiperidin-1-yl)-4-(1-(2-fluoro-4-nitrophenyl)-1H-pyrazol-4-yl)-6-methylpyrimidine